C(C1=CC=CC=C1)(=O)OC1=C(C=CC=C1)N o-aminophenol benzoate